4-[[3-(2,3-difluoro-4-methoxy-phenyl)imidazo[1,2-a]pyrazin-8-yl]amino]-2-ethylbenzoic acid FC1=C(C=CC(=C1F)OC)C1=CN=C2N1C=CN=C2NC2=CC(=C(C(=O)O)C=C2)CC